BrC1=CC=C(C(=O)C2C(=O)OCCCC2)C=C1 (α-p-bromobenzoyl)caprolactone